OB1OC2=C(C=C1C)C=C(C=C2)NC2=NC=C(C(=N2)NC2C(CCCC2)C#N)C 2-((2-((2-hydroxy-3-methyl-2H-benzo[e][1,2]oxaborinin-6-yl)amino)-5-methylpyrimidin-4-yl)amino)cyclohexane-1-carbonitrile